6-bromo-1,2,3,4-tetrahydroisoquinoline-2-nitrile BrC=1C=C2CCN(CC2=CC1)C#N